COC[C@H](C)NC=1N=CC2=C(N1)NC=C2C2=CC=1N(C=C2)N=CC1C=1C=NN(C1)C (S)-N-(1-methoxypropan-2-yl)-5-(3-(1-methyl-1H-pyrazol-4-yl)pyrazolo[1,5-a]pyridin-5-yl)-7H-pyrrolo[2,3-d]pyrimidin-2-amine